C1(=CC=C(C=C1)C1=CC2=C(OC3=C2C=CC(=C3)Cl)C=C1)C1=CC=CC=C1 2-([1,1'-biphenyl]-4-yl)-7-chlorodibenzo[b,d]furan